C1(=CCCC1)C1=CC(=NC=C1)O 4-(cyclopenten-1-yl)pyridin-2-ol